(3'r)-5',5'-difluoro-4-methyl-2-oxo[1,3'-bipiperidine]-1'-carboxylic acid 4-cyanophenyl ester C(#N)C1=CC=C(C=C1)OC(=O)N1C[C@@H](CC(C1)(F)F)N1C(CC(CC1)C)=O